(S)-N'-((3,3-dimethyl-1,2,3,5,6,7-hexahydrodicyclopenta[b,e]pyridin-8-yl)carbamoyl)-5-(2-hydroxypropan-2-yl)-1-isopropyl-1H-pyrazole-3-sulfonimidamide CC1(CCC=2C1=NC1=C(C2NC(=O)N=[S@@](=O)(N)C2=NN(C(=C2)C(C)(C)O)C(C)C)CCC1)C